ClC1=CC=C(CN2C(=C(C3=CC(=CC=C23)O)CCC(C)(C)C)CC(CO)(C)C)C=C1 (4-chlorobenzyl)-3-(3,3-dimethylbutyl)-2-(3-hydroxy-2,2-dimethylpropyl)-1H-indol-5-ol